[Br-].NCC[N+]1=CNC=C1 3-aminoethylimidazolium bromide